6-(3-Chloro-6-(difluoromethyl)-2-fluorophenyl)-3-methyl-N-(1-(1-(6-methyl-5-((1R,5S)-2-oxo-3-azabicyclo[3.1.0]hex-3-yl)pyrazin-2-yl)cyclopropyl)-1H-pyrazol-4-yl)pyrazine-2-carboxamide ClC=1C(=C(C(=CC1)C(F)F)C1=CN=C(C(=N1)C(=O)NC=1C=NN(C1)C1(CC1)C1=NC(=C(N=C1)N1C([C@@H]2C[C@@H]2C1)=O)C)C)F